C(C)(C)OC(C)(C)C=1N=C(SC1)NC(=O)C1=CN(C=C1)CC1=CC=NC=C1 N-(4-(2-isopropoxypropan-2-yl)thiazol-2-yl)-1-(pyridin-4-ylmethyl)-1H-pyrrole-3-carboxamide